(+)-2-((tert-butoxycarbonyl)amino)-3-methyl-3-(phenylthio)butanoic acid C(C)(C)(C)OC(=O)NC(C(=O)O)C(C)(SC1=CC=CC=C1)C